N1(CCC2=CC=CC=C12)CC1=NC2=CC=C(C=C2C(N1)=O)N1CC(CC1)COC 2-(indolin-1-ylmethyl)-6-[3-(methoxymethyl)pyrrolidin-1-yl]-3H-quinazolin-4-one